methylcyclobutane-1-carboxylate COC(=O)C1CCC1